C1(CC1)C1=NC=CC(=C1C=1N=CC2=C(N1)C=NN2COCC[Si](C)(C)C)OC 2-[[5-(2-cyclopropyl-4-methoxy-3-pyridyl)pyrazolo[4,3-d]pyrimidin-1-yl]methoxy]ethyl-trimethyl-silane